4-hydroxy-4'-(trifluoro)methyl-trans-stilbene OC1=CC=C(C=C1)\C=C\C1=CC=C(C=C1)C(F)(F)F